C(C=O)(=O)O.C(C=O)(=O)O glyoxylic acid (glyoxylate)